COC1=C2C=C(NC2=CC=C1)C(=O)N[C@H](C(=O)N[C@@H](C[C@H]1C(NCC1)=O)C(COP1(OCCC(O1)C1=CC=CC=C1)=O)=O)CC(C)C 4-methoxy-N-[(2S)-4-methyl-1-({(2S)-4-[(2-oxo-4-phenyl-1,3,2-dioxaphosphorinan-2-yl)oxy]-3-oxo-1-[(3S)-2-oxopyrrolidin-3-yl]but-2-yl}amino)-1-oxopentan-2-yl]-1H-indole-2-carboxamide